(S)-3-(2-hydroxy-N-methylacetamido)pyrrolidin OCC(=O)N(C)[C@@H]1CNCC1